N1(CC=CC1)C(=O)O 2,5-dihydro-1H-pyrrole-1-carboxylic acid